3-[(2E)-3,7-dimethylocta-2,6-dien-1-yl]-6-hexyl-4-{[(3R,4R,5S,6S)-4,5,6-trihydroxy-3-(hydroxymethyl)oxan-2-yl]oxy}-2-{[(3S,4R,5S,6S)-4,5,6-trihydroxyoxan-3-yl]methoxy}benzoic acid C\C(=C/CC=1C(=C(C(=O)O)C(=CC1OC1O[C@@H]([C@H]([C@@H]([C@H]1CO)O)O)O)CCCCCC)OC[C@H]1CO[C@@H]([C@H]([C@@H]1O)O)O)\CCC=C(C)C